3-(1-Methyl-7-((1-(1-methyl-5-(trifluoromethyl)-1H-pyrrole-2-carbonyl)-piperidin-4-yl)oxy)-1H-indazol-3-yl)piperidine-2,6-dione CN1N=C(C2=CC=CC(=C12)OC1CCN(CC1)C(=O)C=1N(C(=CC1)C(F)(F)F)C)C1C(NC(CC1)=O)=O